OC1=CC=C(C=C1)C=1C2=CC=C(N2)C(=C2C=CC(C(=C3C=CC(=C(C=4C=CC1N4)C4=CC=C(C=C4)O)N3)C3=CC=C(C=C3)O)=N2)C2=CC=C(C=C2)O 5,10,15,20-tetra(4-(hydroxy)phenyl)porphyrin